C(CCC)OC1=CC=C(C=C1)S(=O)(=O)OC1=C(C=CC=C1)NC(=O)NC1=C(C=CC=C1)OS(=O)(=O)C1=CC=C(C=C1)OCCCC N,N'-di-[2-(p-butoxybenzenesulfonyloxy)phenyl]urea